IC1=CC(=C(C=C1)[N+](=O)[O-])I 1,3-diiodo-4-nitrobenzene